α-ketoglutaric acid chloride O=C(C(=O)Cl)CCC(=O)Cl